(phenylmethyl)propyl-1H-indole-2-carboxamide C1(=CC=CC=C1)CC1=C(N(C2=CC=CC=C12)CCC)C(=O)N